COC=1C=C(C=CC1C)NC(=O)C1CCC(CC1)N1C(NC2=C1C=CC=C2N2CCCC2)=O N-(3-methoxy-4-methylphenyl)-4-[2-oxo-4-(pyrrolidin-1-yl)-2,3-dihydro-1H-1,3-benzodiazol-1-yl]cyclohexane-1-carboxamide